S(=O)(=O)([O-])[O-].C(CCCCCCCCCCC)C=C.[Na+].[Na+] Sodium lauryl ethylene sulfate